(6-((5-bromo-2-((5-ethyl-2-methoxy-4-morpholinophenyl)amino)pyrimidin-4-yl)amino)-2,3-dimethylphenyl)dimethylphosphine BrC=1C(=NC(=NC1)NC1=C(C=C(C(=C1)CC)N1CCOCC1)OC)NC1=CC=C(C(=C1P(C)C)C)C